N1C(=NC=C1)CCNC(=O)C1=CC=2C(=NC=CC2C=2C=NC=C(C2)C2=CC=C(C=C2)N2CCCC2)N1 N-(2-(1H-imidazol-2-yl)ethyl)-4-(5-(4-(pyrrolidin-1-yl)phenyl)pyridin-3-yl)-1H-pyrrolo[2,3-b]pyridine-2-carboxamide